(6-bromopyridin-3-yl)piperazine-1-carboxylic acid tert-butyl ester C(C)(C)(C)OC(=O)N1C(CNCC1)C=1C=NC(=CC1)Br